N-((1S,3R)-3-aminocyclopentyl)-4-oxo-5-(4-phenoxyphenyl)-4,5-dihydro-3H-1-thia-3,5,8-triazaacenaphthylene-2-carboxamide N[C@H]1C[C@H](CC1)NC(=O)C=1SC=2N=CC=C3N(C(NC1C23)=O)C2=CC=C(C=C2)OC2=CC=CC=C2